(R)-2-(5-(6-chloro-7-fluoro-3-(1H-imidazol-1-yl)-5-methoxy-1-methyl-1H-indol-2-yl)-1H-1,2,4-triazol-3-yl)-2-methoxyethan-1-ol ClC1=C(C=C2C(=C(N(C2=C1F)C)C1=NC(=NN1)[C@H](CO)OC)N1C=NC=C1)OC